O=C1NC(=C2N1CCN(C2)C(=O)OCC2=CC=CC=C2)C2=NC=CC=C2 benzyl 3-oxo-1-(pyridin-2-yl)-2H,5H,6H,8H-imidazo[1,5-a]pyrazine-7-carboxylate